ClC=1C=CC(=C(C1)N1N=CC=2C(=NC(=CC21)C=2C=NN1C2N=CC=C1)O)OC 1-(5-chloro-2-methoxyphenyl)-6-(pyrazolo[1,5-a]pyrimidin-3-yl)-1H-pyrazolo[4,3-c]pyridin-4-ol